tetrabutylphosphonium decanoate salt C(CCCCCCCCC)(=O)[O-].C(CCC)[P+](CCCC)(CCCC)CCCC